C1(CC1)C=1C2=C(N=NC1C1=C(C=3CCCC3C=C1)O)N(CC2)[C@H]2CN(CCC2)C 5-[4-cyclopropyl-7-[(3R)-1-methyl-3-piperidyl]-5,6-dihydropyrrolo[2,3-c]pyridazin-3-yl]indan-4-ol